[Ti].[Ce].[Si] silicon-cerium titanium